ClC=1C=C2C(C(N(C2=CC1)CC)=O)(CC1=NC=CN=C1)O 5-chloro-1-ethyl-3-hydroxy-3-(pyrazin-2-ylmethyl)indolin-2-one